Dibenzyl N-{(2S)-2-amino-4-[{(1R)-1-[1-benzyl-4-(2,5-difluorophenyl)-1H-pyrrol-2-yl]-2,2-dimethylpropyl}(glycoloyl)amino]butanoyl}-beta-alanyl-L-glutamate N[C@H](C(=O)NCCC(=O)N[C@@H](CCC(=O)OCC1=CC=CC=C1)C(=O)OCC1=CC=CC=C1)CCN(C(CO)=O)[C@H](C(C)(C)C)C=1N(C=C(C1)C1=C(C=CC(=C1)F)F)CC1=CC=CC=C1